C(C)(=O)N1CCC2(N(CC3=NC(=CC=C32)NC=3C=CC(=C2CN(C(C32)=O)C(=O)OC(C)(C)C)C3=CN=C2N3C=CC(=C2)F)C)CC1 Tert-butyl 7-((1-acetyl-6'-methyl-6',7'-dihydrospiro[piperidine-4,5'-pyrrolo[3,4-b]pyridin]-2'-yl) amino)-4-(7-fluoroimidazo[1,2-a]pyridin-3-yl)-1-oxoisoindoline-2-carboxylate